N1=CN=CC=2C(CCCC12)=O 7,8-dihydroquinazolin-5(6H)-one